NC=1C(NC=2C=C(C(=NC2C1C1=C2C=NNC2=C(C=C1)F)C=1CCN(CC1)C(=O)OC(C)(C)C)C)=O tert-Butyl 4-[7-amino-8-(7-fluoro-1H-indazol-4-yl)-3-methyl-6-oxo-5H-1,5-naphthyridin-2-yl]-3,6-dihydro-2H-pyridine-1-carboxylate